C(C)OC(CN1C(N(C2=C1C=CC=C2C)C2=NC=C(C=N2)Br)=O)=O 2-[3-(5-bromopyrimidin-2-yl)-4-methyl-2-oxo-benzimidazol-1-yl]acetic acid ethyl ester